CCCO[Si](OCC)(OCC)C1=CC=CC=C1 methyl-phenyl-triethoxysilane